[I-].CN1CC=C(C=C1)C=C 1-methyl-4-vinylpyridine iodide